3-(6-Methoxy-2-methylpyridin-3-yl)-1-phenyl-7-(trifluoromethyl)-2,3-dihydro-quinazolin-4(1H)-one COC1=CC=C(C(=N1)C)N1CN(C2=CC(=CC=C2C1=O)C(F)(F)F)C1=CC=CC=C1